Cl.C12NCC(CC1=O)C2 2-azabicyclo[2.2.1]heptan-6-one hydrochloride